NC=1C(=NN(C1C(=O)N)C1=C(C=C(C=C1)Br)OCC)C(C)C 4-amino-1-(4-bromo-2-ethoxyphenyl)-3-isopropyl-1H-pyrazole-5-carboxamide